BrC1=CC2=C(C(=NO2)N)C=C1C 6-bromo-5-methylbenzo[d]isoxazol-3-amine